FC(C(=O)O)(F)F.N1N=CC(=C1)C1=C2C(=NC=C1)N(N=C2CN)C2=CC=C(C=C2)OC(F)(F)F (4-(1H-pyrazol-4-yl)-1-(4-(trifluoromethoxy)phenyl)-1H-pyrazolo[3,4-b]pyridin-3-yl)methanamine 2,2,2-trifluoroacetate